1-Methyl-2-oxo-N-((7-(trifluoromethyl)-10H-phenoxazin-3-yl)methyl)piperidine-4-carboxamide CN1C(CC(CC1)C(=O)NCC=1C=CC=2NC3=CC=C(C=C3OC2C1)C(F)(F)F)=O